(3-(benzothiazol-2-yl)phenyl)boronic acid S1C(=NC2=C1C=CC=C2)C=2C=C(C=CC2)B(O)O